C1(CC1)SC1=CC(=C(CCN)C=C1OC)OC 4-cyclopropylthio-2,5-dimethoxy-phenethylamine